C(C)(C)(C)OC(N(C)C1CN(CCC1)CC1=CC=CC=C1)=O (1-Benzylpiperidin-3-yl)(methyl)carbamic acid tert-butyl ester